C(C(C)C(=O)O)(=O)O.N[C@@H](CCC(=O)N[C@@H](CC1=CC=CC=C1)C(=O)O)C(=O)O gamma-glutamyl-phenylalanine isosuccinate